(1S,2R)-2-((5-chloro-2-((2-(difluoromethoxy)-4-(4-(4-methylpiperazin-1-yl)piperidin-1-yl)phenyl)amino)pyrimidin-4-yl)amino)cyclopentane-1-carboxamide ClC=1C(=NC(=NC1)NC1=C(C=C(C=C1)N1CCC(CC1)N1CCN(CC1)C)OC(F)F)N[C@H]1[C@H](CCC1)C(=O)N